4-(4-[[4-(dimethylamino)-1-piperidyl]methyl]-2,5-difluorophenyl)-9-[6-(methylamino)-4-pyrimidinyl]-1,4,9-triaza-2-spiro[5.5]undecanone CN(C1CCN(CC1)CC1=CC(=C(C=C1F)N1CC(NC2(C1)CCN(CC2)C2=NC=NC(=C2)NC)=O)F)C